CN1N=C(C(=C1)C)C1=CC(=C(C(=O)N[C@@H]2CNCC[C@H]2C2=CC(=C(C=C2)F)F)C=C1)F 4-(1,4-dimethyl-1H-pyrazole-yl)-N-((3S,4S)-4-(3,4-difluorophenyl)piperidin-3-yl)-2-fluorobenzamide